C(C1=CC=CC=C1)OC(NCCNC(CNC(CNC(OC(C)(C)C)=O)=O)=O)=O (2,2-dimethyl-4,7,10-trioxo-3-oxa-5,8,11-triazatridecan-13-yl)carbamic acid benzyl ester